C(=O)(OC)CCCCCCCCCC[Si](OC)(C)C 10-(carbomethoxy)decyldimethylmethoxysilane